C(C)(C)(C)OC(=O)N1CC(NCC1)CO 3-(hydroxymethyl)piperazine-1-carboxylic acid (R)-tert-butyl ester